1-(1Z-octadecenyl)-2-(4Z,7Z,10Z,13Z,16Z,19Z-docosahexaenoyl)-glycero-3-phospho-(1'-sn-glycerol) CCCCCCCCCCCCCCCC/C=C\OC[C@H](COP(=O)(O)OC[C@H](CO)O)OC(=O)CC/C=C\C/C=C\C/C=C\C/C=C\C/C=C\C/C=C\CC